C1(CCCC1)C1=NOC(=N1)C1CCN(CC1)C=1SC2=C(C(N1)=O)C=C(C(=C2[N+](=O)[O-])C)C(F)(F)F 2-(4-(3-cyclopentyl-1,2,4-oxadiazol-5-yl)piperidin-1-yl)-7-methyl-8-nitro-6-(trifluoromethyl)-4H-benzo[e][1,3]thiazin-4-one